7-diethylamino-3-benzoylcoumarin C(C)N(C1=CC=C2C=C(C(OC2=C1)=O)C(C1=CC=CC=C1)=O)CC